[4'-{1-(dibenzofuran-3-yl)naphthalene-2-yl}biphenyl-4-yl]-(4-naphthalene-2-yl-phenyl)-phenylamine C1=CC(=CC=2OC3=C(C21)C=CC=C3)C3=C(C=CC2=CC=CC=C32)C3=CC=C(C=C3)C3=CC=C(C=C3)N(C3=CC=CC=C3)C3=CC=C(C=C3)C3=CC2=CC=CC=C2C=C3